C(=O)O.FC1=C(OCC#N)C=CC(=C1F)C1=CN=C2N1C=CN=C2NC2=CC(=C(C=C2)C(=O)N2CCN(CC2)C(=O)[C@H]2[C@@H](CNCC2)O)C 2-[2,3-difluoro-4-[8-[4-[4-[(3S,4R)-3-hydroxypiperidine-4-carbonyl]piperazine-1-carbonyl]-3-methyl-anilino]imidazo[1,2-a]pyrazin-3-yl]phenoxy]acetonitrile formate